N1(C=NC=C1)CCCC(C(=O)N)=C (1-imidazolyl)propyl-acrylamide